4-chloro-5-propyl-pyrrolo[3,2-d]pyrimidine ClC=1C2=C(N=CN1)C=CN2CCC